The molecule is a hydrate that is the monohydrate of dasatinib. It is used for the treatment of chronic, accelerated, or myeloid or lymphoid blast phase chronic myeloid leukemia. Note that the name 'dasatinib' is used to refer to the monohydrate (USAN) as well as to anhydrous dasatinib (INN). It has a role as an antineoplastic agent and a tyrosine kinase inhibitor. It contains a dasatinib (anhydrous). CC1=C(C(=CC=C1)Cl)NC(=O)C2=CN=C(S2)NC3=CC(=NC(=N3)C)N4CCN(CC4)CCO.O